(1,4-dioxaspiro[4.5]Decan-8-ylmethyl)-3,7-dimethyl-1H-purine-2,6(3H,7H)-dione O1CCOC12CCC(CC2)CN2C(N(C=1N=CN(C1C2=O)C)C)=O